3-methyl-3-(cyclohexylmethyl)-1-(o-tolylsulfonyl)-5-chloroindoline CC1(CN(C2=CC=C(C=C12)Cl)S(=O)(=O)C1=C(C=CC=C1)C)CC1CCCCC1